tert-butyl (3S,4R)-3-(((benzyloxy)carbonyl)(methyl)amino)-4-fluoropyrrolidine-1-carboxylate C(C1=CC=CC=C1)OC(=O)N([C@H]1CN(C[C@H]1F)C(=O)OC(C)(C)C)C